6-(4-((1-(cyclopropylmethyl)-1H-pyrazol-4-yl)oxy)piperidin-1-yl)-5-methyl-N-(pyridin-4-ylmethyl)pyridazine-3-carboxamide C1(CC1)CN1N=CC(=C1)OC1CCN(CC1)C1=C(C=C(N=N1)C(=O)NCC1=CC=NC=C1)C